C(C)(C)(C)OC(=O)N1CCC2(C(O2)C)CC1 methyl-1-oxa-6-azaspiro[2.5]octane-6-carboxylic acid tert-butyl ester